N-((S)-(7-((R)-Cyclopropyl((R*)-4,4,4-trifluoro-3-methylbutanamido)methyl)imidazo[1,2-a]pyrimidin-2-yl)(4,4-difluorocyclohexyl)methyl)-1-isopropyl-1H-1,2,4-triazole-5-carboxamide C1(CC1)[C@H](C1=NC=2N(C=C1)C=C(N2)[C@@H](NC(=O)C2=NC=NN2C(C)C)C2CCC(CC2)(F)F)NC(C[C@H](C(F)(F)F)C)=O |o1:36|